NC(C)(C)C1=CC(=NC(=C1)C1=CC=C(C=C1)F)OC1[C@@H]2CN(C[C@H]12)C(=O)C1=CC=2N(C(=C1)Br)N=C(C2)C2CC2 ((1R,5S,6s)-6-((4-(2-aminopropan-2-yl)-6-(4-fluorophenyl)pyridin-2-yl)oxy)-3-azabicyclo[3.1.0]hexan-3-yl)(7-bromo-2-cyclopropylpyrazolo[1,5-a]pyridin-5-yl)methanone